ClC=1C(=NC(=NC1)NC1=C(C=C(C(=C1)C)C1CCNCC1)OC(C)C)NC1=C(C=CC=C1)S(=O)(=O)C(C)C 5-Chloro-N4-[2-[(1-methylethyl)sulfonyl]phenyl]-N2-[5-methyl-2-(1-methylethoxy)-4-(4-piperidinyl)phenyl]-2,4-pyrimidinediamine